FC1(C(C2=C(N(C=C2C(F)(F)F)C2=CC(=C(C#N)C=C2)F)C1)O)F 4-(5,5-difluoro-4-hydroxy-3-(trifluoromethyl)-5,6-dihydro-cyclopenta[b]pyrrol-1(4H)-yl)-2-fluorobenzonitrile